N-{4-[7-(5-chloro-2-fluorophenyl)-1H,2H,3H-pyrido[3,4-b][1,4]oxazin-1-yl]pyridin-2-yl}-2-(4-methylpiperazin-1-yl)acetamide ClC=1C=CC(=C(C1)C1=CC2=C(OCCN2C2=CC(=NC=C2)NC(CN2CCN(CC2)C)=O)C=N1)F